CN(CCN)C N',N'-dimethylethane-1,2-diamine